tert-butyl-imino-2-ethyl-2-methylpyrrolidine C(C)(C)(C)N1C(C(CC1)=N)(C)CC